[Cl-].[Cl-].C(C)(C)(C)C=1C=C(C=2CC3=CC=C(C=C3C2C1)C(C)(C)C)[Zr+2] 3,6-di-tert-butylfluorenylzirconium dichloride